(S)-(9H-fluoren-9-yl)methyl (1-(4-(2-oxoethyl)phenyl)ethyl)carbamate O=CCC1=CC=C(C=C1)[C@H](C)NC(OCC1C2=CC=CC=C2C=2C=CC=CC12)=O